3-oxavaleramide C(COCC)(=O)N